4-ethynyl-2-(methylthio)-6-(thiophen-2-yl)pyrimidine C(#C)C1=NC(=NC(=C1)C=1SC=CC1)SC